[Cl-].NC1=NC(=NC=C1CN1CSC(=C1C)CCO)C 3-[(4-amino-2-methyl-5-pyrimidinyl)-methyl]-5-(2-hydroxyethyl)-4-methylthiazole chloride